CN(CC=CC(=O)N1C(=CC=2C1=NC=C(C2)C=2C=C(C=CC2)C(C(=O)NC=2SC(=CN2)CC)C)C)C 2-(3-(1-(4-(dimethylamino)but-2-enoyl)-2-methyl-1H-pyrrolo[2,3-b]pyridin-5-yl)phenyl)-N-(5-ethylthiazol-2-yl)propanamide